O=C1N(C(C2=CC=CC=C12)=O)CCC#CC1=CC=C(O1)C#CCCNC(OC(C)(C)C)=O tert-butyl (4-(5-(4-(1,3-dioxoisoindolin-2-yl)but-1-yn-1-yl)furan-2-yl)but-3-yn-1-yl)carbamate